2-((2-aminoethyl)(2-(4-(2-(2-oxoimidazolidin-1-yl)ethyl)piperazin-1-yl)ethyl)amino)acetonitrile NCCN(CC#N)CCN1CCN(CC1)CCN1C(NCC1)=O